N-(3-chloro-2-fluoro-phenyl)-7-[2-[(1s,5r)-3-isopropyl-3-azabicyclo[3.1.0]hexane-1-yl]ethynyl]-6-nitro-quinazolin-4-amine ClC=1C(=C(C=CC1)NC1=NC=NC2=CC(=C(C=C12)[N+](=O)[O-])C#C[C@]12CN(C[C@@H]2C1)C(C)C)F